C(CCCCCCCCCCCCCCC)(=O)C(O)(C(O)COC(CCC)=O)C(CCCCCCCCCCCCCCC)=O dipalmitoyl-3-butyryl-glycerol